ClC1=C2C(NC=NC2=CC=C1N)=O 5-chloro-6-aminoquinazolin-4(3H)-one